1,2,4-OXADIAZOLE-5-CARBOXYLIC ACID O1N=CN=C1C(=O)O